FC(C=1C=C(C=CC1F)C(C=1C=CC(=C(C=O)C1)F)C=1N(C(=CN1)C)COCC[Si](C)(C)C)F 5-((3-(difluoromethyl)-4-fluorophenyl)(5-methyl-1-((2-(trimethylsilyl)eth-oxy)methyl)-1H-imidazol-2-yl)methyl)-2-fluorobenzaldehyde